CC=1N(C(=CC1)C)NC(C(=O)NN1C(=CC=C1C)C)=O N,N'-bis(2,5-dimethylpyrrol-1-yl)oxalamide